C(C)OC(CC=1N=C(SC1)NC(=O)C1=NNC2=C1C(CC=1C=NC(=NC21)N)(C)C)=O (2-{[(8-amino-4,4-dimethyl-4,5-dihydro-1H-pyrazolo[4,3-H]quinazolin-3-yl)carbonyl]amino}-1,3-thiazol-4-yl)acetic acid ethyl ester